C1CCC2=C(C=3CCCC3C=C12)NC(=O)N=[S@](=O)(N)C1=C(N=C(S1)C(C)(C)O)CO |o1:16| (R) or (S)-N'-((1,2,3,5,6,7-hexahydro-s-indacen-4-yl)carbamoyl)-4-(hydroxymethyl)-2-(2-hydroxypropan-2-yl)thiazole-5-sulfonimidamide